BrC1=CC=C(C=C1)N1N=C(C(=N1)[C@@H]1OCC(N1CCC=1C=CC2=CC(N=C2C1)=O)=O)C1=CC=C(C=C1)F (2S)-2-(2-(4-bromophenyl)-5-(4-fluorophenyl)-2H-1,2,3-triazol-4-yl)-3-(2-(2-oxoindol-6-yl)ethyl)oxazolidin-4-one